C(CCC(=O)O)(=O)O.C(C(C)C)NC1CN(CC1)C(=O)N1CCN(C2=CC=CC=C12)CC1=NC=CC=C1 (3-(isobutylamino)pyrrolidin-1-yl)(4-(pyridin-2-ylmethyl)-3,4-dihydroquinoxalin-1(2H)-yl)methanone succinate